BrC=1C=C(C(=C(C1)O)C=1N=NC(=CC1)CNC1CCOCC1)C 5-Bromo-3-methyl-2-(6-(((tetrahydro-2H-pyran-4-yl)amino)methyl)pyridazin-3-yl)phenol